C(C)(C)(C)N1CC(CCC1)C1=CC=C(C(=O)NC2=CC(=C(C=C2)C)NC2=NC=CC(=N2)C=2C=NC=CC2)C=C1 4-(1-tert-Butyl-piperidin-3-yl)-N-[4-methyl-3-(4-pyridin-3-yl-pyrimidin-2-ylamino)-phenyl]-benzamide